CN1CCC(CC1)C(=O)C1=CC=CC(=N1)[N-]C(C(C)(C)C)=O N-[6-(1-methylpiperidin-4-ylcarbonyl)pyridin-2-yl]Pivaloyl-amide